(6'-acetamido-5-(1-fluoroethyl)-[2,3'-bipyridine]-4'-yl) carbamate C(N)(OC1=C(C=NC(=C1)NC(C)=O)C1=NC=C(C=C1)C(C)F)=O